1-(3-hydroxypropyl)-7-(trifluoromethyl)quinoxaline-2,3(1h,4h)-dione OCCCN1C(C(NC2=CC=C(C=C12)C(F)(F)F)=O)=O